COC(=O)C=1C=C2[C@H]([C@@H]([C@@H](N(C2=CC1)C(C)=O)CC)C)N1N=NC(=C1)COCCOCCOCCOCC#C Methyl-(2S,3R,4S)-4-(4-(2,5,8,11-tetraoxatetradec-13-yn-1-yl)-1H-1,2,3-triazol-1-yl)-1-acetyl-2-ethyl-3-methyl-1,2,3,4-tetrahydroquinoline-6-carboxylate